5-{2-[1-(2-Bromopyridin-4-yl)-2-(pyridin-2-yl)ethylidene]hydrazinyl}-4-(cyclopropyloxy)-2-fluoropyridine BrC1=NC=CC(=C1)C(CC1=NC=CC=C1)=NNC=1C(=CC(=NC1)F)OC1CC1